CC1=CC=C2C(=N1)N=C(O2)N2CCNCC2 5-methyl-2-(piperazin-1-yl)oxazolo[4,5-b]pyridine